CO[Si](CCCNCCCN(C)C)(C)OC N1-(3-(dimethoxy(methyl)silyl)propyl)-N3,N3-dimethylpropan-1,3-diamine